Cyclopropenimine C1(C=C1)=N